2-(6-(((1R,3S,5S)-9-azabicyclo[3.3.1]nonan-3-yl)(methyl)amino)pyridazin-3-yl)-5-(1-(difluoromethyl)-1H-pyrazol-4-yl)phenol [C@H]12CC(C[C@H](CCC1)N2)N(C2=CC=C(N=N2)C2=C(C=C(C=C2)C=2C=NN(C2)C(F)F)O)C